4-methyl-3-(1H-1,2,4-triazol-1-yl)aniline CC1=C(C=C(N)C=C1)N1N=CN=C1